4,5-dimethyl-3,6-dioxocyclohexa-1,4-diene CC=1C(C=CC(C1C)=O)=O